sodium (S)-3-(2',4'-difluoro-5-methoxybiphenyl-3-yl)-3-(3-(1,6-dimethyl-4-oxido-2-oxo-1,2-dihydropyridin-3-yl)ureido)propanoate FC1=C(C=CC(=C1)F)C1=CC(=CC(=C1)OC)[C@H](CC(=O)[O-])NC(=O)NC=1C(N(C(=CC1[O-])C)C)=O.[Na+].[Na+]